CC=1C=C(CC2=C(C=CC=C2)OB(O)O)C=C(C1)C 3,5-dimethylbenzylphenylboric acid